(R)-8-acryloyl-4-chloro-3-(2-fluorophenyl)-1-((2S,3S)-2,3,4-trimethylpiperazin-1-yl)-6,6a,7,8,9,10-hexahydro-12H-pyrazino[2,1-c]pyrido[3,4-f][1,4]oxazepin-12-one C(C=C)(=O)N1C[C@@H]2COC3=C(C(N2CC1)=O)C(=NC(=C3Cl)C3=C(C=CC=C3)F)N3[C@H]([C@@H](N(CC3)C)C)C